C(C)(C)(C)C=1C=C(C=C(C1)C(C)(C)C)C1=C(N)C=CC(=C1)C(C)(C)C 2-(3,5-di-tertiary butyl-phenyl)-4-tertiary butyl-aniline